(3R)-3-{[2-(1-methyl-1H-pyrazol-4-yl)-9-(trifluoromethyl)[1,2,4]triazolo[1,5-c]quinazolin-5-yl]amino}azepan-2-one CN1N=CC(=C1)C1=NN2C(=NC=3C=CC(=CC3C2=N1)C(F)(F)F)N[C@H]1C(NCCCC1)=O